(((2S,3R)-2-ethyl-4-hydroxy-3-((1-methyl-1H-imidazol-5-yl)methyl)butanoyl)oxy)methyl 2-((4-bromo-1H-benzo[d]imidazol-5-yl)amino)-4,5-dihydro-1H-imidazole-1-carboxylate BrC1=C(C=CC=2NC=NC21)NC=2N(CCN2)C(=O)OCOC([C@H]([C@H](CO)CC2=CN=CN2C)CC)=O